BrCC1=C(C(=C(C(=C1F)F)S(=O)(=O)N)F)F 4-(bromomethyl)-2,3,5,6-tetrafluorobenzenesulfonamide